1-(2-ethyl-2-fluorobutyl)piperazine Tert-butyl-4-(2-ethyl-2-fluorobutyl)piperazin-1-carboxylate C(C)(C)(C)OC(=O)N1CCN(CC1)CC(CC)(F)CC.C(C)C(CN1CCNCC1)(CC)F